ClC1=NC=CC(=C1)OCC(C)(C)NC(=O)C=1C=C2C(=NC1)CCC2 N-(1-((2-chloropyridin-4-yl)oxy)-2-methylpropan-2-yl)-6,7-dihydro-5H-cyclopenta[b]pyridine-3-carboxamide